4,4'-isopropylidenebis(cyclohexylamine) C(C)(C)(C1CCC(CC1)N)C1CCC(CC1)N